[Si](C)(C)(C(C)(C)C)OC(CN(CCCC(=O)N[C@@H](CC1=CC=C(C=C1)O)C(=O)OCCCN(CC(CCCCCCCCCC)O[Si](C)(C)C(C)(C)C)CC(CCCCCCCCCC)O[Si](C)(C)C(C)(C)C)CC(CCCCCCCCCC)O[Si](C)(C)C(C)(C)C)CCCCCCCCCC 3-(bis(2-((tert-butyldimethylsilyl) oxy)dodecyl) amino)propyl (4-(bis(2-((tert-butyldimethylsilyl)oxy)dodecyl)amino)butanoyl)-L-tyrosinate